N,N'-bis(8-quinolinyl)cyclohexane-1,2-diamine N1=CC=CC2=CC=CC(=C12)NC1C(CCCC1)NC=1C=CC=C2C=CC=NC12